1-(5-(3-Aminobenzo[d]isoxazol-4-yl)pyridin-2-yl)-3-(3-(trifluoromethoxy)phenyl)urea NC1=NOC2=C1C(=CC=C2)C=2C=CC(=NC2)NC(=O)NC2=CC(=CC=C2)OC(F)(F)F